ethyl 4-(5-fluoro-2-((1-methyl-1H-pyrazol-5-yl)amino)pyrimidin-4-yl)oxazole-2-carboxylate FC=1C(=NC(=NC1)NC1=CC=NN1C)C=1N=C(OC1)C(=O)OCC